Dodecene-1-sulfonic acid sodium salt [Na+].C(=CCCCCCCCCCC)S(=O)(=O)[O-]